N-(4-(7-(2-cyano-3-methylbut-2-enamido)-1H-indol-3-yl)-6-methoxypyridin-2-yl)cyclopropanecarboxamide C(#N)C(C(=O)NC=1C=CC=C2C(=CNC12)C1=CC(=NC(=C1)OC)NC(=O)C1CC1)=C(C)C